1-(2-(4-(8-chloro-7-((2-methyl-1-((2-(trimethylsilyl)ethoxy)methyl)-1H-benzo[d]imidazol-6-yl)oxy)quinoxalin-2-yl)-1H-pyrazol-1-yl)ethyl)pyrrolidin-2-one ClC=1C(=CC=C2N=CC(=NC12)C=1C=NN(C1)CCN1C(CCC1)=O)OC=1C=CC2=C(N(C(=N2)C)COCC[Si](C)(C)C)C1